CCC(C(CC(CC)=O)=O)C 1,2-dimethyl-3,5-heptanedione